p-methylphenyl-2-hydroxy-1-indanone CC1=CC=C(C=C1)C1(C(C2=CC=CC=C2C1)=O)O